CC=1C(=NC=CC1)OCC1(CCC1)NC(C[C@H]1N(CCC1)C)=O (S)-N-(1-(((3-methylpyridin-2-yl)oxy)methyl)cyclobutyl)-2-(1-methylpyrrolidin-2-yl)acetamide